ClC1=CC(=CC=2C=C(OC21)CNC(OC(C)(C)C)=O)C2=CC=C(C=C2)OC2=CC=C(C=C2)F tert-Butyl (7-chloro-5-(4-(4-fluorophenoxy)phenyl)benzofuran-2-yl)methylcarbamate